ClC=1C=C(C=CC1)C(C)=O 1-(3-chlorophenyl)ethanone